N-(5-cyanopyrimidin-2-yl)-2-(4,6-dibromo-1-oxophthalazin-2(1H)-yl)acetamide C(#N)C=1C=NC(=NC1)NC(CN1C(C2=CC=C(C=C2C(=N1)Br)Br)=O)=O